2,4-dichloro-D-phenylalanine ClC1=C(C[C@@H](N)C(=O)O)C=CC(=C1)Cl